O1C2=CC=C1C(=O)OCCCCCOC2=O pentamethylene 2,5-furan-dicarboxylate